FC1=CC=2[C@H](NC=3C=CN4N=CC(C(NCC5CCN(C2N=C1)C5)=O)=C4N3)C (3R)-6-fluoro-3-methyl-2,8,10,15,19,20,23-heptaazapentacyclo[15.5.2.110,13.04,9.020,24]pentacosa-1(23),4(9),5,7,17(24),18,21-heptaen-16-one